(R)-2-amino-3'-hydroxy-2',6'-dimethyl-5-(pyridin-4-yl)-[1,1'-biphenyl]-3-carboxamide NC1=C(C=C(C=C1C(=O)N)C1=CC=NC=C1)C1=C(C(=CC=C1C)O)C